FC(C1=NC=C(C=N1)C(=O)NC=1N=CC(=NC1)C=1N=NN(C1NC(O[C@H](C)C=1C(=NC=CC1)Cl)=O)C)F (R)-1-(2-chloropyridin-3-yl)ethyl (4-(5-(2-(difluoromethyl)pyrimidine-5-carboxamido)pyrazin-2-yl)-1-methyl-1H-1,2,3-triazol-5-yl)carbamate